N-[3-chloro-4-[5-[2-[[(3S)-5,5-difluoro-3-piperidyl]amino]pyrimidin-4-yl]-2-methyl-thiazol-4-yl]oxy-phenyl]-1,1-difluoro-methanesulfonamide ClC=1C=C(C=CC1OC=1N=C(SC1C1=NC(=NC=C1)N[C@@H]1CNCC(C1)(F)F)C)NS(=O)(=O)C(F)F